C(C)C(CNCCCCCCCCCCN)CC N-(2-ethylbutyl)decane-1,10-diamine